NC1=NN2C(N=CC=C2)=C1C(=O)NC(C)C1=CC(=C2C(=NNC2=C1C1=CC=CC=C1)CC)Cl 2-Amino-N-(1-(4-chloro-3-ethyl-7-phenyl-1H-indazol-6-yl)ethyl)pyrazolo[1,5-a]pyrimidine-3-carboxamide